9-(tetrahydro-2H-pyran-4-yl)-7,9-Dihydro-8H-purin-8-one O1CCC(CC1)N1C2=NC=NC=C2NC1=O